[Ca].C(C)O/C=C/C1=CC=CC(=N1)N1CCN(CC1)C(C)=O (E)-1-(4-(6-(2-ethoxyvinyl)pyridin-2-yl)piperazin-1-yl)ethan-1-one calcium